4-Mercaptophenyl-Boronic Acid SC1=CC=C(C=C1)B(O)O